[2-[6-[(2R,6S)-2,6-dimethylmorpholin-4-yl]-2-pyridinyl]pyrido[3,4-b]pyrazin-7-yl]methanol tert-butyl-3-(4-fluorophenyl)-3-(methoxy-d3)azetidine-1-carboxylate C(C)(C)(C)C1N(CC1(OC([2H])([2H])[2H])C1=CC=C(C=C1)F)C(=O)OCC1=CC=2C(=NC=C(N2)C2=NC(=CC=C2)N2C[C@H](O[C@H](C2)C)C)C=N1